2-(benzo[d]oxazol-2-yl)-N'-(isonicotinoyloxy)acetimidamide O1C(=NC2=C1C=CC=C2)CC(N)=NOC(C2=CC=NC=C2)=O